C1(=CC=CC=C1)C(=S)[O-] phenylthiocarboxylate